BrCC1=C(C(=O)OC)C(=C(C=C1F)I)F Methyl 2-(bromomethyl)-3,6-difluoro-5-iodo-benzoate